NCCCCCCCCN(CCCC1=CC2=C(N(C(N2C)=O)C2C(NC(CC2)=O)=O)C=C1)C 3-(5-(3-((8-aminooctyl)(methyl)amino)propyl)-3-methyl-2-oxo-2,3-dihydro-1H-benzo[d]imidazol-1-yl)piperidine-2,6-dione